ethyl phosphoramidate P(OCC)([O-])(=O)N